NC1=NC=NN2C1=CC=C2[C@]2([C@@H]([C@@H]([C@@](O2)(F)COP(=O)(OC2=CC=CC=C2)N[C@@H](C)C(=O)OCC(CC)CC)O)O)C#N 2-Ethylbutyl ((((2S,3S,4R,5R)-5-(4-aminopyrrolo[2,1-f][1,2,4]triazin-7-yl)-5-cyano-2-fluoro-3,4-dihydroxytetrahydrofuran-2-yl)methoxy)(phenoxy)phosphoryl)-L-alaninate